ethyl 5-bromo-7-(morpholinomethyl)benzofuran-3-carboxylate BrC=1C=C(C2=C(C(=CO2)C(=O)OCC)C1)CN1CCOCC1